1-palmitoyl-2-cholesterylcarbonoyl-sn-glycero-3-phosphocholine CCCCCCCCCCCCCCCC(=O)OC[C@H](COP(=O)([O-])OCC[N+](C)(C)C)OC(=O)O[C@H]1CC[C@@]2([C@H]3CC[C@]4([C@H]([C@@H]3CC=C2C1)CC[C@@H]4[C@H](C)CCCC(C)C)C)C